C(C1=C(OC=2C(N(C=CC2Br)C)=O)C(=CC=C1)C([2H])([2H])[2H])([2H])([2H])[2H] 3-(2,6-bis(methyl-d3)phenoxy)-4-bromo-1-methylpyridin-2(1H)-one